5-Chloro-1-(3-(difluoromethoxy)-5-(3,3,3-trifluoro-2,2-dimethylpropyl)pyridin-2-yl)-2-ethyl-1H-imidazole-4-carboxylic Acid ClC1=C(N=C(N1C1=NC=C(C=C1OC(F)F)CC(C(F)(F)F)(C)C)CC)C(=O)O